hexadecane-1-yl hentriacontanoate C(CCCCCCCCCCCCCCCCCCCCCCCCCCCCCC)(=O)OCCCCCCCCCCCCCCCC